3-((R)-2-(4-bromo-2-(2-hydroxyethoxy) benzoylamino)-1-((tert-butyldimethylsilyl) oxy) ethyl)-3,4-dihydroisoquinoline-2(1H)-carboxylate BrC1=CC(=C(C(=O)NC[C@@H](O[Si](C)(C)C(C)(C)C)C2N(CC3=CC=CC=C3C2)C(=O)[O-])C=C1)OCCO